5-bromo-2-(2,2,2-trifluoroacetyl)benzoic acid BrC=1C=CC(=C(C(=O)O)C1)C(C(F)(F)F)=O